O1CC(C1)N1CC2=CC=C(C=C2CC1)NC1=NN2C(C(=CC=C2)N2CC(C2)(N2N=CC(=C2)C(F)(F)F)CC#N)=N1 2-[1-[2-[[2-(oxetan-3-yl)-3,4-dihydro-1H-isoquinolin-6-yl]amino]-[1,2,4]triazolo[1,5-a]pyridin-8-yl]-3-[4-(trifluoromethyl)pyrazol-1-yl]azetidin-3-yl]acetonitrile